C(C)OC(=O)C1=CC=2C(=NC(=CC2)CN2CC(N(CC2)CC)(C)C)S1 6-((4-Ethyl-3,3-dimethylpiperazin-1-yl)methyl)thieno[2,3-b]pyridine-2-carboxylic acid ethyl ester